1-(9Z-octadecenyl)-2-(11Z-eicosenoyl)-sn-glycero-3-phosphocholine CCCCCCCC/C=C\CCCCCCCCCC(=O)O[C@H](COCCCCCCCC/C=C\CCCCCCCC)COP(=O)([O-])OCC[N+](C)(C)C